lauroyl-acetamide C(CCCCCCCCCCC)(=O)CC(=O)N